(E)-3-(2,2-difluorobenzo[d][1,3]dioxol-5-yl)-1-(4-morpholinopiperidin-1-yl)prop-2-en-1-one FC1(OC2=C(O1)C=CC(=C2)/C=C/C(=O)N2CCC(CC2)N2CCOCC2)F